N=1N(N=C2C1C=CC=C2)C=2C=C(C=C(C2O)C(C)(C)C)CCC(=O)O 3-(3-(2H-benzotriazol-2-yl)-5-tert-butyl-4-hydroxyphenyl)propionic acid